4-(6-(4-(4-(dimethylamino)piperidine-1-carbonyl)phenyl)imidazo[1,2-b]pyridazin-3-yl)benzonitrile CN(C1CCN(CC1)C(=O)C1=CC=C(C=C1)C=1C=CC=2N(N1)C(=CN2)C2=CC=C(C#N)C=C2)C